OC1COCC1O 3,4-dihydroxytetrahydrofuran